FC1=C(C=CC=C1)B(O)O 2-fluorobenzeneboronic acid